t-butyl-4-((1R,2S)-2-phenylcyclopropylamino)cyclohexylcarbamate C(C)(C)(C)OC(NC1CCC(CC1)N[C@H]1[C@@H](C1)C1=CC=CC=C1)=O